FC1=C(C(=O)N)C=CC(=C1)C=1C2=C(N=C(N1)N1[C@H](CC1)C)CCC2 (S)-2-fluoro-4-(2-(2-methylazetidin-1-yl)-6,7-dihydro-5H-cyclopenta[d]pyrimidin-4-yl)benzamide